aluminium eicosanoate C(CCCCCCCCCCCCCCCCCCC)(=O)[O-].[Al+3].C(CCCCCCCCCCCCCCCCCCC)(=O)[O-].C(CCCCCCCCCCCCCCCCCCC)(=O)[O-]